4-cyano-N-(2'-cyano-[4,4'-bipyridine]-2-yl)morpholine-2-carboxamide 5-chloro-3-((2,3-dichloro-phenylimino)meth-yl)-2-(isobutyryloxy)phenyl-4-methylbenzoate ClC=1C=C(C(=C(C1)OC(C1=CC=C(C=C1)C)=O)OC(C(C)C)=O)C=NC1=C(C(=CC=C1)Cl)Cl.C(#N)N1CC(OCC1)C(=O)NC1=NC=CC(=C1)C1=CC(=NC=C1)C#N